tert-butyl 1-(2-ethoxy-2-oxoethyl)-3-trityl-3,8-diazabicyclo[3.2.1]octane-8-carboxylate C(C)OC(CC12CN(CC(CC1)N2C(=O)OC(C)(C)C)C(C2=CC=CC=C2)(C2=CC=CC=C2)C2=CC=CC=C2)=O